ClC1=NC=CC(=C1F)CC(=O)C=1N=CN(C1C)C=1C=NC(=CC1)C 2-(2-chloro-3-fluoro-4-pyridinyl)-1-[5-methyl-1-(6-methyl-3-pyridinyl)imidazol-4-yl]ethanone